COC=1N=NC(=CC1C1=CN2C(S1)=C(C=N2)C(=O)NC=2C(=NC=C(C2)NC(CN2CC(C2)(C)C)=O)C)OC 2-(3,6-Dimethoxypyridazin-4-yl)-N-(5-(2-(3,3-dimethylazetidin-1-yl)acetamido)-2-methylpyridin-3-yl)pyrazolo[5,1-b]thiazole-7-carboxamide